C1(=CC=CC=C1)C=1C=NC=CC1C#CC1=NNC2=CC=C(C=C12)C(=O)N1CC2(C1)CNCCC2 (3-((3-Phenylpyridin-4-yl)ethynyl)-1H-indazol-5-yl)(2,6-diazaspiro[3.5]nonan-2-yl)methanone